1-heptyl-1-butylpyrrolidinium triflate [O-]S(=O)(=O)C(F)(F)F.C(CCCCCC)[N+]1(CCCC1)CCCC